C(C)(C)(C)OC(=O)N(C(OC(C)(C)C)=O)C1=NC=C(C=N1)N(C(CN(S(=O)(=O)C1=C(C(=C(C(=C1F)F)F)F)F)CC1=CC=C(C=C1)Cl)=O)CC1=CC(=CC(=C1)C1CC1)C(C)(C)C tert-butyl (tert-butoxycarbonyl)(5-(N-(3-(tert-butyl)-5-cyclopropylbenzyl)-2-(N-(4-chlorobenzyl)-(2,3,4,5,6-pentafluorophenyl)sulfonamido)acetamido)pyrimidin-2-yl)carbamate